3,4-diethoxy-5-methoxybenzaldehyde C(C)OC=1C=C(C=O)C=C(C1OCC)OC